((1R,4R,7R)-7-amino-2-azabicyclo[2.2.1]heptan-2-yl)(2-(1-(cyclopropylmethyl)-7-(3-(1,2-dihydroxyethyl)phenyl)-1H-indol-2-yl)-7-methoxy-1-methyl-1H-benzo[d]imidazol-5-yl)methanone N[C@H]1[C@@H]2N(C[C@H]1CC2)C(=O)C2=CC1=C(N(C(=N1)C=1N(C3=C(C=CC=C3C1)C1=CC(=CC=C1)C(CO)O)CC1CC1)C)C(=C2)OC